CIS-3-OCTEN-1-OL C(C\C=C/CCCC)O